CC1=C2C=CN(C2=CC=C1)C 4-methyl-N-methylindole